FC(C=1C=CC=2N(N1)C(=CN2)C2=CC(=NC=N2)N2CC(OCC2)C=2C=NNC2)F 4-(6-(6-(difluoromethyl)imidazo[1,2-b]pyridazin-3-yl)pyrimidin-4-yl)-2-(1H-pyrazol-4-yl)morpholin